NC1=C2C(=NC=N1)N(N=C2C2=CC=C(C=1N2C=CN1)NC(=O)NC1=CC(=C(C=C1)OC1CCN(CC1)C)C(F)(F)F)C1CC1 1-(5-(4-amino-1-cyclopropyl-1H-pyrazolo[3,4-d]pyrimidin-3-yl)imidazo[1,2-a]pyridin-8-yl)-3-(4-((1-methylpiperidin-4-yl)oxy)-3-(trifluoromethyl)-phenyl)urea